CC1=CN=CC(=N1)COC1=CC=C(C=C1)C=1C=C(C(NC1C(F)(F)F)=O)C(=O)N 5-(4-((6-methylpyrazin-2-yl)methoxy)phenyl)-2-oxo-6-(trifluoromethyl)-1,2-dihydropyridine-3-carboxamide